(E)-1-Hydroxy-4-[4-[(E)-3-[4-[4-(2-methylpropyl)piperazin-1-yl]phenyl]-3-oxoprop-1-enyl]phenyl]but-3-en-2-one OCC(\C=C\C1=CC=C(C=C1)\C=C\C(=O)C1=CC=C(C=C1)N1CCN(CC1)CC(C)C)=O